N-((1R,4R)-4-(((5-fluoro-2-((1-(oxetan-3-yl)-1H-pyrazol-4-yl)amino)pyrimidin-4-yl)oxy)methyl)cyclohexyl)acetamide FC=1C(=NC(=NC1)NC=1C=NN(C1)C1COC1)OCC1CCC(CC1)NC(C)=O